ClC1=NC(=NC(=C1)NC1=CC(=NC=C1)C)[C@@H]1CC[C@@H](N(C1)C(C)=O)C 1-((2s,5r)-5-(4-chloro-6-((2-methylpyridin-4-yl)amino)pyrimidin-2-yl)-2-methylpiperidin-1-yl)ethan-1-one